C1CCC12NCCC(C2)N2N=C1C(=CC(=CC1=C2)C=2C=C(C=1N(N2)C=C(N1)C)C)F 6-[2-(5-azaspiro[3.5]nonan-8-yl)-7-fluoro-indazol-5-yl]-2,8-dimethyl-imidazo[1,2-b]pyridazine